3'-methyl-5-(2,4,4-trimethylpentan-2-yl)biphenyl CC=1C=C(C=CC1)C1=CC=CC(=C1)C(C)(CC(C)(C)C)C